C(#N)C1=C2C(=NN(C2=CC(=C1)N1C[C@@H](N([C@H](C1)C)C(=O)OC(C)(C)C)C)C1OCCCC1)NC=1C=C(C=2N(C1)C=C(N2)C)F tert-butyl (2S,6S)-4-[4-cyano-3-[(8-fluoro-2-methyl-imidazo[1,2-a]pyridin-6-yl)amino]-1-tetrahydropyran-2-yl-indazol-6-yl]-2,6-dimethyl-piperazine-1-carboxylate